C1(=CC=C(C=C1)N1N=C2C(=N1)C1=CC=CC=C1C=C2)C=CC2=CC=CC=C2 2-(stilbene-4-yl)-2H-naphtho[1,2-d]Triazole